7-methyloctyl 6-((2-hydroxyethyl)amino)hexanoate OCCNCCCCCC(=O)OCCCCCCC(C)C